[4-{1-(dibenzofuran-4-yl)naphthalen-2-yl}phenyl]-phenylamine C1=CC=C(C=2OC3=C(C21)C=CC=C3)C3=C(C=CC2=CC=CC=C32)C3=CC=C(C=C3)NC3=CC=CC=C3